N1(CCC1)CC1=C(COC2=CC(=C(C=C2Cl)S(=O)(=O)NC=2N=CSC2)F)C(=CC=C1F)F 4-((2-(azetidin-1-ylmethyl)-3,6-difluorobenzyl)oxy)-5-chloro-2-fluoro-N-(thiazol-4-yl)benzenesulfonamide